C(C)NC1=CC(=CC(=N1)N1C(C2=CC=CC(=C2C1)C(F)(F)F)=O)C1=NN(C=C1C1=NN=CN1C)CCC 2-(6-(ethylamino)-4-(4-(4-methyl-4H-1,2,4-triazol-3-yl)-1-propyl-1H-pyrazol-3-yl)pyridin-2-yl)-4-(trifluoromethyl)isoindolin-1-one